CC(C(=O)ON1C(NC=2N=CN(C2C1=O)C1=CC=C(C=C1)Cl)=O)(C)C 7-(4-chlorophenyl)-2,6-dioxo-2,3,6,7-tetrahydro-1H-purin-1-yl 2,2-dimethylpropionate